P(OC1=C(C=CC=C1)CCCCCCCCC)(OC1=C(C=CC=C1)CCCCCCCCC)OC1=C(C=CC=C1)CCCCCCCCC tri-(nonyl-phenyl) phosphite